C(C)OC1=C(C=CC=C1)C1=CC(=C(C=C1)N1[C@@H](CN(CC1)C(C1=C(C=C(C=C1)OCC)C(F)(F)F)=O)CC)CN(S(=O)(=O)C1=CC=C(C=C1)[N+](=O)[O-])CCNS(=O)(=O)C1=C(C=CC=C1)[N+](=O)[O-] (R)-N-((2'-ethoxy-4-(4-(4-ethoxy-2-(trifluoromethyl)benzoyl)-2-ethylpiperazin-1-yl)-[1,1'-biphenyl]-3-yl)methyl)-4-nitro-N-(2-((2-nitrophenyl)sulfonamido)ethyl)benzene-sulfonamide